C1(CC1)N1N=C(C(=C1NC(=O)[C@@H]1C(C1)(F)F)C)C1CC(C1)(F)F (R)-N-(1-cyclopropyl-3-(3,3-difluorocyclobutyl)-4-methyl-1H-pyrazol-5-yl)-2,2-difluorocyclopropane-1-carboxamide